C1(CC1)C=1C(=C2C(C(N(C2=C(C1)F)CC(=O)NC[C@H](CC(=O)O)F)=O)(C)C)F (S)-4-(2-(5-cyclopropyl-4,7-difluoro-3,3-dimethyl-2-oxoindol-1-yl)acetamido)-3-fluorobutyric acid